[N+](=O)([O-])C(CC(=O)OC)CCCCCCC(=O)OC dimethyl 3-nitro-sebacate